2-(4-Hydroxyphenyl)-3-methyl-1-[10-(pentylsulfonyl)decyl]-1H-indol-5-ol OC1=CC=C(C=C1)C=1N(C2=CC=C(C=C2C1C)O)CCCCCCCCCCS(=O)(=O)CCCCC